Methyl (1R,3r)-3-((R)-3-(azetidin-3-yl)piperidin-1-yl)-1-methylcyclobutane-1-carboxylate dihydrochloric acid salt Cl.Cl.N1CC(C1)[C@@H]1CN(CCC1)C1CC(C1)(C(=O)OC)C